2,2-bis(3,4-dicarboxytrifluorophenoxy)propane C(=O)(O)C=1C(=C(OC(C)(C)OC2=C(C(=C(C(=C2F)F)C(=O)O)C(=O)O)F)C(=C(C1C(=O)O)F)F)F